3-((1S,4S)-2-oxa-5-azabicyclo[2.2.1]heptan-5-yl)-N-((R)-1-(3-(difluoromethyl)-2-Fluorophenyl)ethyl)-8-methylpyrido[2,3-d]pyridazin-5-amine [C@@H]12OC[C@@H](N(C1)C1=CC=3C(=C(N=NC3N[C@H](C)C3=C(C(=CC=C3)C(F)F)F)C)N=C1)C2